(S)-2-((((9H-fluoren-9-yl)methoxy)carbonyl)(ethyl)amino)-4-(allyloxy)-4-oxobutanoic Acid C1=CC=CC=2C3=CC=CC=C3C(C12)COC(=O)N([C@H](C(=O)O)CC(=O)OCC=C)CC